NC=1C=C(C=C(C1)F)S(=O)(=O)NCCOCCOCCN(C(OC(C)(C)C)=O)C tert-butyl N-[2-[2-[2-[(3-amino-5-fluoro-phenyl)sulfonylamino] ethoxy]ethoxy]ethyl]-N-methyl-carbamate